phosphepine P1C=CC=CC=C1